2-(3,5-dichloro-4-(4-hydroxy-3-isopropylbenzyl)phenoxy)acetic acid ClC=1C=C(OCC(=O)O)C=C(C1CC1=CC(=C(C=C1)O)C(C)C)Cl